C(C)(C)(C)OC(=O)N[C@@H]1CC[C@H](CC1)N(C(OCC1=CC=CC=C1)=O)C1=NC=C(C=C1)C=1C=NC(=NC1)OC benzyl (trans-4-((tert-butoxycarbonyl)amino)cyclohexyl)(5-(2-methoxypyrimidin-5-yl)pyridin-2-yl)carbamate